tert-butyl-peroxycumene C(C)(C)(C)OOC1=C(C=CC=C1)C(C)C